C(C(C)=C)OF perfluoro (methallyl) ether